ClC1=CC2=C(N=C(N=C2NC2CCCCC2)N2CCN(CC2)C)C=N1 6-chloro-N-cyclohexyl-2-(4-methylpiperazin-1-yl)pyrido[3,4-d]pyrimidin-4-amine